ClC1=CC(=NC=C1)C1(COC1)N 3-(4-chloropyridin-2-yl)oxetan-3-amine